(8-chloronaphthalen-1-yl)boric acid ClC=1C=CC=C2C=CC=C(C12)OB(O)O